C1(CCC=CCCCCCCCCCC1)=O Cyclopentadec-4-en-1-one